C(C1=CC=CC=C1)OC1=C(C=CC(=C1F)F)C1=CC(=C(C=C1)F)C[C@]1(C[C@H](CC1)NS(=O)(=O)C)C=1OC=C(N1)CCl N-((1S,3R)-3-((2'-(benzyloxy)-3',4,4'-trifluoro-[1,1'-biphenyl]-3-yl)methyl)-3-(4-(chloromethyl)oxazol-2-yl)cyclopentyl)methanesulfonamide